3-chloro-N-{(1S)-1-[1-(5-cyano-1,3-thiazol-2-yl)-3-cyclopropyl-1H-1,2,4-triazol-5-yl]Ethyl}-5-(methylsulfonyl)benzamide ClC=1C=C(C(=O)N[C@@H](C)C2=NC(=NN2C=2SC(=CN2)C#N)C2CC2)C=C(C1)S(=O)(=O)C